ClC=1C(=NC=CC1SC=1N=C2C(=NC1)NC(=N2)S(=O)(=O)C)NC2CC2 3-chloro-N-cyclopropyl-4-[(2-methylsulfonyl-1H-imidazo[4,5-b]pyrazin-5-yl)sulfanyl]pyridin-2-amine